S(=O)(=O)(ON1[C@@H]2CC[C@H](N(C1=O)C2)C(NC(=O)C=2N=C(SC2)C2=CC=CC=C2)=N)O (2S,5R)-7-oxo-2-(N-(2-phenylthiazole-4-carbonyl) carbamimidoyl)-1,6-diazabicyclo[3.2.1]octan-6-yl hydrogen sulfate